C1N(CC2C1CNC2)C=2C1=C(N(C(N2)=O)C=2C(=NC=CC2C)C(C)C)N=C(C(=C1)C#N)C1=C(C=CC=C1)OC 4-(hexahydropyrrolo[3,4-c]pyrrol-2(1H)-yl)-1-(2-isopropyl-4-methylpyridin-3-yl)-7-(2-methoxyphenyl)-2-oxo-1,2-dihydropyrido[2,3-d]pyrimidine-6-carbonitrile